FC1=C(C=C(C=C1C=1C(=NN(C1)C1=C(C=C(C=C1)N1CCNCC1)F)C1=CC=NC=C1)F)C1(CCCC1)S(=O)(=O)N (2,5-difluoro-3-{1-[2-fluoro-4-(piperazin-1-yl)phenyl]-3-(pyridin-4-yl)pyrazol-4-yl}phenyl)cyclopentanesulfonamide